NC1=C(C)C(=CC(=C1)[N+](=O)[O-])N 2,6-diamino-4-nitrotoluene